tert-butyl 2-bromo-5-methyl-8-oxo-4,5,6,8-tetrahydrospiro[cyclopenta-[d][1,2,4]triazolo[1,5-a]pyrimidine-7,4'-piperidine]-1'-carboxylate BrC1=NN2C(NC3=C(C2=O)C2(CCN(CC2)C(=O)OC(C)(C)C)CC3C)=N1